COC1=CC(=C(C(=O)NC=2C=CC=C3C=CC=NC23)C=C1OC)C=C 4,5-dimethoxy-N-(quinolin-8-yl)-2-vinylbenzamide